1-iodo-2-nitrobenzene-d4 IC1=C(C(=C(C(=C1[2H])[2H])[2H])[2H])[N+](=O)[O-]